5'-deoxy-5'-(methylthiyl)adenosine CSC[C@@H]1[C@H]([C@H]([C@@H](O1)N1C=NC=2C(N)=NC=NC12)O)O